N-[2-(1-benzyl-4-hydroxypiperidin-4-yl)ethyl]-1-[3-cyano-4-(trifluoromethoxy)phenyl]piperidine-4-carboxamide C(C1=CC=CC=C1)N1CCC(CC1)(O)CCNC(=O)C1CCN(CC1)C1=CC(=C(C=C1)OC(F)(F)F)C#N